pentacontanic acid C(CCCCCCCCCCCCCCCCCCCCCCCCCCCCCCCCCCCCCCCCCCCCCCCCC)(=O)O